(8S,11R,13S,14S,17R)-17-acetyl-11-(4-((6-bromohexyl)(methyl)amino)phenyl)-13-methyl-3-oxo-2,3,6,7,8,11,12,13,14,15,16,17-dodecahydro-1H-cyclopenta[a]phenanthren-17-yl acetate C(C)(=O)O[C@@]1(CC[C@H]2[C@@H]3CCC4=CC(CCC4=C3[C@H](C[C@]12C)C1=CC=C(C=C1)N(C)CCCCCCBr)=O)C(C)=O